C([O-])(=O)OC(=O)[O-] pyrocarbonate